C=1(C(=CC=CC1)S(=O)(=O)[O-])S(=O)(=O)OC.[Fr+] Francium methyl benzenedisulfonate